methyl (fluorosulfonyl)acetate FS(=O)(=O)CC(=O)OC